4,4,5,5-tetramethyl-2-(1,1,7-trimethyl-1,3-dihydroisobenzofuran-5-yl)-1,3,2-dioxaborolane CC1(OB(OC1(C)C)C=1C=C2COC(C2=C(C1)C)(C)C)C